2,2,2-trifluoro-1-(4-hexylphenyl)ethan-1-one FC(C(=O)C1=CC=C(C=C1)CCCCCC)(F)F